ClC1=C(C=CC(=C1)Cl)N1C(=NN=C1SC)CCCCCO 5-(4-(2,4-dichlorophenyl)-5-(methylthio)-4H-1,2,4-triazol-3-yl)pentan-1-ol